2-((S)-2,6-dioxopiperidin-3-yl)isoindole-1,3-dione O=C1NC(CC[C@@H]1N1C(C2=CC=CC=C2C1=O)=O)=O